methyl (S)-3-(8-(2,4-dioxo-1,4-dihydropyrido[3,4-d]pyrimidin-3(2H)-yl)chroman-5-yl)-2-(tritylamino)propanoate O=C1N(C(C2=C(N1)C=NC=C2)=O)C=2C=CC(=C1CCCOC21)C[C@@H](C(=O)OC)NC(C2=CC=CC=C2)(C2=CC=CC=C2)C2=CC=CC=C2